O1C(OCC1)C=1C(=NC(=NC1NC[C@H](C)C1=CC(=CC=C1)S(F)(F)(F)(F)F)C)CC(=O)[O-] (R)-2-(5-(1,3-dioxolan-2-yl)-2-methyl-6-((1-(3-(pentafluorosulfanyl)phenyl)ethyl Methyl)amino)pyrimidin-4-yl)acetate